3-(4-(3-amino-6-bromopyrazin-2-yloxy)-1H-pyrazol-1-yl)-3-methylbutanenitrile NC=1C(=NC(=CN1)Br)OC=1C=NN(C1)C(CC#N)(C)C